5-methyl-3-oxo-5-(trifluoromethyl)tetrahydrofuran-2-carboxylic acid ethyl ester C(C)OC(=O)C1OC(CC1=O)(C(F)(F)F)C